C([O-])([O-])=O.[K+].[K+] potassium monocarbonate